((S)-4-((diphenylphosphoryl)oxy)-3-oxo-1-((S)-2-oxopyrrolidin-3-yl)butan-2-yl)carbamate C1(=CC=CC=C1)P(=O)(C1=CC=CC=C1)OCC([C@H](C[C@H]1C(NCC1)=O)NC([O-])=O)=O